5-[(1S)-1-hydroxy-2-[(2R,4S)-4-[(4-methanesulfonylphenoxy)methyl]-2-methylpyrrolidin-1-yl]ethyl]benzene-1,3-dicarbonitrile O[C@H](CN1[C@@H](C[C@@H](C1)COC1=CC=C(C=C1)S(=O)(=O)C)C)C=1C=C(C=C(C1)C#N)C#N